NC1=C(C=NN1C1=CC2=C(NC(=N2)N)C=C1)C(=O)C=1NC2=CC=CC=C2C1 (5-amino-1-(2-amino-1H-benzo[d]imidazol-5-yl)-1H-pyrazol-4-yl)(1H-indol-2-yl)methanone